5-(4-(ethylsulfonyl)phenyl)pent-2-enoic acid methyl ester COC(C=CCCC1=CC=C(C=C1)S(=O)(=O)CC)=O